1-(5-chloro-1H-indazol-3-yl)-3-(6-(4-isopropyl-4H-1,2,4-triazol-3-yl)pyridin-2-yl)urea ClC=1C=C2C(=NNC2=CC1)NC(=O)NC1=NC(=CC=C1)C1=NN=CN1C(C)C